ClC=1C=C(C=C(C1)CO[C@@H](C(F)(F)F)C)C1=CC(=NN1C1=CC=CC=C1)NC(=O)[C@@H]1CNC(C1)=O (S)-5-oxopyrrolidine-3-carboxylic acid {5-[3-chloro-5-((R)-2,2,2-trifluoro-1-methylethoxymethyl)phenyl]-1-phenyl-1H-pyrazol-3-yl}amide